BrC=CBr 1,2-Dibromoethen